C1(CC1)CC(C(C(=O)OCC)O)NC(=O)[C@@H]1[C@H]2C([C@H]2CN1C([C@H](C(C)(C)C)NC(C(F)(F)F)=O)=O)(C)C ethyl 4-cyclopropyl-3-((1R,2S,5S)-3-((S)-3,3-dimethyl-2-(2,2,2-trifluoroacetamido)butanoyl)-6,6-dimethyl-3-azabicyclo[3.1.0]hexane-2-carboxamido)-2-hydroxybutanoate